1-(2',3',4',6'-Tetra-O-acetyl-β-D-glucopyranosyl)-4-(pyridin-2-yl)-1,2,3-triazole C(C)(=O)O[C@H]1[C@@H](O[C@@H]([C@H]([C@@H]1OC(C)=O)OC(C)=O)COC(C)=O)N1N=NC(=C1)C1=NC=CC=C1